C(C)(C)NC=1C=C2C=CC(=CC2=CC1)C(=O)O 6-(isopropylamino)-2-naphthoic acid